C1(C=CC2=CC=CC=C12)C(=O)O indenic acid